C(C)(C)(C)OC(=O)N1CCC2(CC1)C(C1=CC=C(C=C1C2)F)=NS(=O)C(C)(C)C 1-((tert-butylsulfinyl)imino)-5-fluoro-1,3-dihydrospiro[indene-2,4'-piperidine]-1'-carboxylic acid tert-butyl ester